(R)-2-aminoadipate N[C@@H](C(=O)[O-])CCCC(=O)[O-]